6-(2-(methylsulfonyl)pyrido[3,4-d]pyrimidin-8-yl)-2-oxa-6-azaspiro[3.4]octane CS(=O)(=O)C=1N=CC2=C(N1)C(=NC=C2)N2CC1(COC1)CC2